4-(benzyloxy)-3-(5-(1-((2-(trimethylsilyl)ethoxy)methyl)-1H-tetrazol-5-yl)pyridin-3-yl)phenyl cyclopentylcarbamate C1(CCCC1)NC(OC1=CC(=C(C=C1)OCC1=CC=CC=C1)C=1C=NC=C(C1)C1=NN=NN1COCC[Si](C)(C)C)=O